N-([1,1'-biphenyl]-4-yl)dibenzo[b,d]-furan-3-amine C1(=CC=C(C=C1)NC=1C=CC2=C(OC3=C2C=CC=C3)C1)C1=CC=CC=C1